FCC12OCC(C1)(C2)N2N=C1C=C(C(=CC1=C2)C(=O)NC=2C(N(C=CC2)[C@@H]2[C@@H](C2)C)=O)OC(C)C 2-(1-(fluoromethyl)-2-oxabicyclo[2.1.1]hexan-4-yl)-6-isopropoxy-N-(1-((1S,2R)-2-methylcyclopropyl)-2-oxo-1,2-dihydropyridin-3-yl)-2H-indazole-5-carboxamide